5'-ethynyl-cytidine C(#C)C([C@@H]1[C@H]([C@H]([C@@H](O1)N1C(=O)N=C(N)C=C1)O)O)O